C(C)(C)(C)OC(=O)N1CCC(CC1)SCC1=NC2=CC(=C(C=C2C(N1)=O)OC)Br 4-(((7-bromo-6-methoxy-4-oxo-3,4-dihydroquinazolin-2-yl)methyl)thio)piperidine-1-carboxylic acid tert-butyl ester